4-[(5-methyl-1H-pyrazol-3-yl)amino]thiophene CC1=CC(=NN1)NC=1C=CSC1